COC1=CC(=NC2=CC(=CC=C12)C(=O)NS(=O)(=O)C)C1=CC=C(C=C1)C(F)(F)F 4-methoxy-N-(methylsulfonyl)-2-(4-(trifluoromethyl)phenyl)quinoline-7-carboxamide